C(C)(C)(C)OC(=O)N1CC(CC1)C=1C=CC(=C(C(=O)O)C1)OC 5-(1-(tert-butoxycarbonyl)pyrrolidin-3-yl)-2-methoxybenzoic acid